C(CCC)OCC(C)OCC(C)N 1-((1-butoxy-propan-2-yl)oxy)-propan-2-amine